(R)-N-(amino(6,7-dihydro-5H-pyrazolo[5,1-b][1,3]oxazin-3-yl)(oxo)-λ6-sulfaneylidene)-2-(1,2,3,5,6,7-hexahydro-s-indacen-4-yl)acetamide N[S@](=NC(CC1=C2CCCC2=CC=2CCCC12)=O)(=O)C=1C=NN2C1OCCC2